(tributyl-λ4-stannanyl)methanol C(CCC)[Sn](CCCC)(CCCC)CO